N-(3-(2'-fluoro-[1,1'-biphenyl]-4-yl)propyl)-1-methyl-2-oxoindoline-5-sulfonamide FC1=C(C=CC=C1)C1=CC=C(C=C1)CCCNS(=O)(=O)C=1C=C2CC(N(C2=CC1)C)=O